BrC1=CC=C2C=NN(C2=C1OC)CC1=CC=C(C=C1)OC 6-Bromo-7-methoxy-1-(4-methoxybenzyl)-1H-indazole